C(#N)C(C(=O)NC(OCC)=O)=NNC1=CC(=C(C(=C1)Cl)OC=1C=C2C3(C(NC2=C(C1)C)=O)CCC3)Cl ethyl (2-cyano-2-(2-(3,5-dichloro-4-((7'-methyl-2'-oxospiro[cyclobutane-1,3'-indolin]-5'-yl)oxy)phenyl)hydrazineylidene)acetyl)carbamate